CC1=CC=C(C(=N1)CC(C(=O)OCC)=O)[N+](=O)[O-] ethyl 3-(6-methyl-3-nitropyridin-2-yl)2-oxopropanoate